N-carbomethoxyphthalimide C(=O)(OC)N1C(C=2C(C1=O)=CC=CC2)=O